O1C(=CN=CC=C1)C(=O)NCCCC(CCCC(CCCCC(CCCC(CCC)C)C)C)C 1-[1,4-oxazepinamido](2e,4e,6e,8e,10e,12e,14e,16z,18e)-4,8,13,17-tetramethyleicosane